β-estradiol 3-benzoate 17-n-butyrate CCCC(=O)OC1CCC2C1(CCC3C2CCC4=C3C=CC(=C4)OC(=O)C5=CC=CC=C5)C